N[C@@H](CCCCNC(OC(C)(C)C)=O)C1=NC(=NO1)CC1=CC=CC=C1 tert-butyl (S)-(5-amino-5-(3-benzyl-1,2,4-oxadiazol-5-yl) pentyl)-carbamate